4-cyanophenyl-1,3-butanedione C(#N)C1=CC=C(C=C1)C(CC(C)=O)=O